ethanediolate C(C)([O-])[O-]